CN1C(=CC2=CC=C(C=C12)C)[Si](CC)(CC)CC 1,6-Dimethyl-2-(triethylsilyl)-1H-indole